OCCC1=C2C=CC(=NC2=NC(=C1)[C@H]1CN(CCC1)C)C1=C(C=C(C=C1C)C)O |o1:13| 2-[5-(2-hydroxyethyl)-7-[rel-(3R)-1-methyl-3-piperidyl]-1,8-naphthyridin-2-yl]-3,5-dimethyl-phenol